ClC1=CC=C(S1)C1=C(C=C(C(=C1)F)C#N)NS(=O)(=O)C=1C=C(C(=O)OC)C=CC1C1CC1 Methyl 3-(N-(2-(5-chlorothiophen-2-yl)-5-cyano-4-fluorophenyl)sulfamoyl)-4-cyclopropylbenzoate